5-fluoro-1-(2,2,2-trifluoroethyl)-1H-1,3-benzodiazol FC1=CC2=C(N(C=N2)CC(F)(F)F)C=C1